[Br-].CN(C=1C=C(C=2C(C3=CC=C(C=C3N(C2C1)C)N(C)C)C1=C(C=C(C=C1C)C)C)OC)C 3,6-bis(dimethylamino)-9-mesityl-1-methoxy-10-methylacridine bromide